FC1CC2[C@H]3CCCN3C3CCC4NCCC(N[C@H](CCOC2CC1)C)C4N3 (6R,16S)-9-fluoro-16-methyl-13-oxa-2,17,21,25-tetraazapentacyclo[16.6.2.02,6.07,12.022,26]hexacosane